N-[(6-{[(cyclobutylmethyl)amino]methyl}imidazo[1,2-a]pyridin-2-yl)methyl]-5-methoxypyridine-3-carboxamide C1(CCC1)CNCC=1C=CC=2N(C1)C=C(N2)CNC(=O)C=2C=NC=C(C2)OC